(R)-N-(4-(chlorodifluoromethoxy)phenyl)-2-(difluoromethyl)-1-(1-hydroxypropan-2-yl)-7-(pyrimidin-5-yl)-1H-benzo[d]Imidazole-5-carboxamide ClC(OC1=CC=C(C=C1)NC(=O)C1=CC2=C(N(C(=N2)C(F)F)[C@@H](CO)C)C(=C1)C=1C=NC=NC1)(F)F